BrC1=NN(C2=CC(=CC=C12)OC)C bromo-6-methoxy-1-methyl-1H-indazole